FC1=C(C=CC=C1F)C=1C(N(C(N(C1)CC(=O)N1CCC(CC1)N1C(NC2=C(CC1)C=C(C=C2)OC)=O)=O)C(COC)COC)=O 5-(2,3-difluorophenyl)-3-[2-methoxy-1-(methoxymethyl)ethyl]-1-[2-[4-(7-methoxy-2-oxo-4,5-dihydro-1H-1,3-benzodiazepin-3-yl)-1-piperidyl]-2-oxoethyl]pyrimidine-2,4-dione